C1CCC2=C(C=3CCCC3C=C12)NC(=O)N=[S@](=O)(N)[C@H](C)CCC1=CC=CC=C1 (R,2R)-N'-((1,2,3,5,6,7-hexahydro-s-indacen-4-yl)carbamoyl)-4-phenylbutane-2-sulfonimidamide